tert-butyl (3-(3,3-difluoro-2-hydroxy-4-(2-(methylcarbamothioyl)hydrazinyl)-4-oxobutan-2-yl)phenyl)carbamate FC(C(C)(O)C=1C=C(C=CC1)NC(OC(C)(C)C)=O)(C(=O)NNC(NC)=S)F